CC1=C(C=CC(=C1C)C1=CC=C(C=C1)C=1C(=NNC1C)C1=CC=NC=C1)S(=O)(=O)N 2,3-dimethyl-4-[4-[5-methyl-3-(4-pyridyl)-1H-pyrazol-4-yl]phenyl]benzenesulfonamide